OC=1C=CC(=NC1)N1CCN(CC1)C(CC(C)(C1=CC=CC=C1)C)=O 1-[4-(5-Hydroxypyridin-2-yl)-piperazin-1-yl]-3-methyl-3-phenylbutan-1-one